OC(CCCCCCCC(=O)O)CCCCCCCCCCCCCCCCCCCC 9-Hydroxy-nonacosanoic acid